OC1=C(C=C(CC=2C(=C(C=C(C2)C)CC2=C(C(=CC(=C2)C)CC2=CC(=C(C=C2)O)C)O)O)C=C1)C bis[3-(4-hydroxy-3-methylbenzyl)-2-hydroxy-5-methylphenyl]methane